benzylidenruthenium dichloride C(C1=CC=CC=C1)=[Ru](Cl)Cl